1,5-dibromo-2,6-dimethoxyanthracene BrC1=C(C=CC2=CC3=C(C(=CC=C3C=C12)OC)Br)OC